C1(CCC1)CN1C=C(C=C(C1=O)C)C1=NC(=NC=C1OC1=C(C=C(C=C1)F)F)NS(=O)(=O)CC N-[4-[1-(cyclobutylmethyl)-5-methyl-6-oxopyridin-3-yl]-5-(2,4-difluorophenoxy)pyrimidin-2-yl]ethanesulfonamide